methyl 2-(tert-butoxycarbonylamino)-3-(1-methylcyclobutyl)prop-2-enoate C(C)(C)(C)OC(=O)NC(C(=O)OC)=CC1(CCC1)C